tert-Butyl (S)-1-((1,3-Dioxoisoindolin-2-yl)methyl)-8-((1-methyl-1H-benzo[d][1,2,3]triazol-5-yl)methoxy)-3,4-dihydroisoquinoline-2(1H)-carboxylate O=C1N(C(C2=CC=CC=C12)=O)C[C@H]1N(CCC2=CC=CC(=C12)OCC1=CC2=C(N(N=N2)C)C=C1)C(=O)OC(C)(C)C